5-(2-Cyclopropylethyl)-N-{3-[2-(3,4-difluorophenoxy)acetylamino]bicyclo[1.1.1]pentan-1-yl}pyridine-2-carboxamide C1(CC1)CCC=1C=CC(=NC1)C(=O)NC12CC(C1)(C2)NC(COC2=CC(=C(C=C2)F)F)=O